COC(=O)C1=C(C=CC=C1)OB(O)O (2-(methoxycarbonyl)phenyl)boric acid